FC1=C(C=CC(=N1)C(=O)NC)N1[C@H](CN(CC1)CC=1C=C2NC(C(=NC2=CC1)C)=O)C (S)-6-fluoro-N-methyl-5-(2-methyl-4-((2-methyl-3-oxo-4H-quinoxalin-6-yl)methyl)piperazine-1-yl)pyridine-2-carboxamide